BrC=1SC=2CN(CCC2N1)C=1C(=CC=2N(N1)C(C=C(N2)C(=O)N2CC(C2)(C)F)=O)C 7-(2-bromo-6,7-dihydrothiazolo[5,4-c]pyridin-5(4H)-yl)-2-(3-fluoro-3-methylazetidine-1-carbonyl)-8-methyl-4H-pyrimido[1,2-b]pyridazin-4-one